(S)-(3-(2-((1-Hydroxypropan-2-yl)amino)-5-(trifluoromethyl)pyrimidin-4-yl)-6-methoxy-1H-Indol-7-yl)dimethylphosphine oxide OC[C@H](C)NC1=NC=C(C(=N1)C1=CNC2=C(C(=CC=C12)OC)P(C)(C)=O)C(F)(F)F